N-[5-[[2-(3-isoxazol-5-ylpyrrolidin-1-yl)acetyl]amino]-2-methyl-3-pyridyl]-6-(1-methylpyrazol-4-yl)triazolo[1,5-a]pyridine-3-carboxamide O1N=CC=C1C1CN(CC1)CC(=O)NC=1C=C(C(=NC1)C)NC(=O)C=1N=NN2C1C=CC(=C2)C=2C=NN(C2)C